FC=1C=C(C(=O)NC2=CC(=CC=C2)C2=CC=C3C(=NNC3=C2)\C=C\C2=NC=CC=C2)C=CC1 (E)-3-fluoro-N-(3-(3-(2-(pyridin-2-yl)vinyl)-1H-indazol-6-yl)phenyl)benzamide